4-(3-(3-chloro-4-(2-(piperazin-1-yl)ethoxy)phenyl)-4,4-dimethyl-5-oxo-2-thioxoimidazol-1-yl)-2-(trifluoromethyl)benzonitrile hydrochloride Cl.ClC=1C=C(C=CC1OCCN1CCNCC1)N1C(N(C(C1(C)C)=O)C1=CC(=C(C#N)C=C1)C(F)(F)F)=S